CN(CCOC=1C=C2C=C(N(C2=CC1)C)C(=O)O)C 5-(2-(dimethylamino)ethoxy)-1-methyl-1H-indole-2-carboxylic Acid